FC=1C(=C(C=CC1F)[C@H]1[C@@H](O[C@]([C@H]1C)(C(F)(F)F)C)C(=O)NC1=C2C(=NC=C1)C(NO2)=O)OC (2R,3S,4S,5R)-3-(3,4-difluoro-2-methoxyphenyl)-4,5-dimethyl-N-(3-oxo-2,3-dihydroisoxazolo[4,5-b]pyridin-7-yl)-5-(trifluoromethyl)tetrahydrofuran-2-carboxamide